2,3-dimethyl-pentene CC(=C)C(CC)C